C(C1=CC=CC=C1)N1C2=C(SCC1)C=CC(=C2)CCl 4-benzyl-6-(chloromethyl)-3,4-dihydro-2H-benzo[b][1,4]thiazine